2-(6-(benzylthio)-8-chloro-[1,2,4]triazolo[4,3-a]pyridin-3-yl)-5-(difluoromethyl)-1,3,4-thiadiazole C(C1=CC=CC=C1)SC=1C=C(C=2N(C1)C(=NN2)C=2SC(=NN2)C(F)F)Cl